FC=1C=C2/C(/C(NC2=CC1)=O)=N/NC(NC1=CC(=CC=C1)C(F)(F)F)=S (Z)-2-(5-fluoro-2-oxoindolin-3-ylidene)-N-(3-(trifluoromethyl)phenyl)hydrazinecarbothioamide